cyclohepta-2,4,6-trien-1-one C1(C=CC=CC=C1)=O